C(CCC)C1N(S(C2=C(N(C1)C1=CC=CC=C1)C=C(C(=C2)O\C=C(\C(=O)OCC)/F)SC)(=O)=O)CCF ethyl (Z)-3-((3-butyl-2-(2-fluoroethyl)-7-(methylthio)-1,1-dioxido-5-phenyl-2,3,4,5-tetrahydrobenzo[f][1,2,5]thiadiazepin-8-yl)oxy)-2-fluoroacrylate